O(CC(CO)(CO)CC)CC(CO)(CO)CC 2,2'-oxybis(methylene)bis(2-ethyl-1,3-propanediol)